α,α'-diisopropoxy-m-xylene C(C)(C)OCC1=CC(=CC=C1)COC(C)C